2-Hydroxy-N-(2,3,5,6-tetrafluoro-[1,1'-biphenyl]-4-yl)pyrazolo[1,5-a]pyrazine-3-carboxamide OC1=NN2C(C=NC=C2)=C1C(=O)NC1=C(C(=C(C(=C1F)F)C1=CC=CC=C1)F)F